C1(=CC=CC=C1)S(=O)(=O)NC=1C=C(C=CC1)/C=C/[C@@H](CCOC1=C(C=CC=C1)CCC(=O)N(C)C)O 3-[2-[(E,3R)-5-[3-(Benzenesulfonamido)phenyl]-3-hydroxypent-4-enoxy]phenyl]-N,N-dimethylpropanamide